N1C=CC2=C(C=CC=C12)C1=C(C2=C(N(C(=N2)C)C)C=C1C(F)(F)F)OC 5-(1H-indol-4-yl)-4-methoxy-1,2-dimethyl-6-(trifluoromethyl)-1H-benzo[d]imidazole